Azepane disodium diphosphate [O-]P([O-])(=O)OP(=O)(O)O.[Na+].[Na+].N1CCCCCC1